NC=1C2=C(N=CN1)N(C(=C2C2=CC(=CC=C2)OC)C2=CC=C(C=C2)NC(\C=C\C)=O)C (E)-N-(4-(4-amino-5-(3-methoxyphenyl)-7-methyl-7H-pyrrolo[2,3-d]pyrimidin-6-yl)phenyl)but-2-enamide